O1C(=CC=C1)C=1C=C(C=CC1)NC(=O)C1C(=NN(C1=O)C1=CC=C(C=C1)OC)C N-(3-(furan-2-yl)phenyl)-1-(4-methoxyphenyl)-3-methyl-5-oxo-4,5-dihydro-1H-pyrazole-4-carboxamide